C(C=C)(=O)N1[C@H](CC1)COC=1C=NC=CC1C1=C(C=2C(NCCC2N1)=O)NC1=C(C(=CC=C1)Cl)OC (R)-2-(3-((1-acryloylazetidin-2-yl)methoxy)pyridin-4-yl)-3-((3-chloro-2-methoxyphenyl)amino)-1,5,6,7-tetrahydro-4H-pyrrolo[3,2-c]pyridin-4-one